BrC1=C2CC(N(C2=CC=C1C)C1CC1)=O 4-Bromo-1-cyclopropyl-5-methylindolin-2-one